ClC1=CC=C(N=N1)N1CCN(CC1)C(CC1=CC=C(C=C1)C1CC1)=O 1-(4-(6-CHLOROPYRIDAZIN-3-YL)PIPERAZIN-1-YL)-2-(4-CYCLOPROPYLPHENYL)ETHAN-1-ONE